C12CC(CC2C1)OC1=C(C=C(C=C1F)NC(=O)C=1N=C(OC1CC(F)(F)F)N1CC2(C1)CCCC2)F N-(4-(cis-bicyclo[3.1.0]hexan-3-yloxy)-3,5-difluorophenyl)-2-(2-azaspiro[3.4]octan-2-yl)-5-(2,2,2-trifluoroethyl)oxazole-4-carboxamide